NC1=C(C=C(C(=O)N[C@H](C(=O)N2[C@@H](CCC2)C(=O)N[C@@H](CC(=O)O)C#N)C(C)(C)C)C=C1)Cl (S)-3-((S)-1-((S)-2-(4-amino-3-chlorobenzamido)-3,3-dimethylbutanoyl)pyrrolidine-2-carboxamido)-3-cyanopropanoic acid